(S)-3-(5-(1-(3,5-dimethyl-pyridazin-4-yl)ethoxy)-1H-indazol-3-yl)-5-(6-methyl-2,6-diazaspiro[3.3]heptan-2-yl)benzonitrile CC=1N=NC=C(C1[C@H](C)OC=1C=C2C(=NNC2=CC1)C=1C=C(C#N)C=C(C1)N1CC2(C1)CN(C2)C)C